(3-chloro-4-fluorophenyl)(5-(trifluoromethyl)-1H-pyrazol-3-yl)methanamine hydrochloride Cl.ClC=1C=C(C=CC1F)C(N)C1=NNC(=C1)C(F)(F)F